FC=1C=NC(=NC1)OCC1=CC=C(C=C1)C 5-fluoro-2-(p-tolylmethoxy)pyrimidin